[(1S)-2-hydroxy-1-phenyl-ethyl]ammonium OC[C@H](C1=CC=CC=C1)[NH3+]